1-ethyl-6-(methylsulfonyl)-3,5-diPhenyl-3,5-dihydroimidazo[4,5-c][1,2]thiazine-4(1H)-one 2,2-dioxide C(C)N1S(C(C(C2=C1N=C(N2C2=CC=CC=C2)S(=O)(=O)C)=O)C2=CC=CC=C2)(=O)=O